C(C)N1CCC(CC1)NC(=O)C=1N=C(SC1)C=1C=NN(C1)C1=NC=CC=N1 N-(1-ethylpiperidin-4-yl)-2-[1-(pyrimidin-2-yl)-1H-pyrazol-4-yl]-1,3-thiazole-4-carboxamide